C(C)N1C(NC2=CC(=CC=C2C1=O)SC1CCN(CC1)C=1C=CC(=NC1)C(=O)NC)=O 5-(4-((3-ethyl-2,4-dioxo-1,2,3,4-tetrahydroquinazolin-7-yl)thio)piperidin-1-yl)-N-methylpicolinamide